ClC1=CC=C(C=C1)C(C(=O)N1CCN(CC1)C=1C2=C(N=CN1)[C@@H](C[C@H]2C)O)CN2C[C@@H]([C@@H](CC2)N(C)C)F 2-(4-chlorophenyl)-3-((3S,4R)-4-(dimethylamino)-3-fluoropiperidin-1-yl)-1-(4-((5R,7R)-7-hydroxy-5-methyl-6,7-dihydro-5H-cyclopenta[d]pyrimidin-4-yl)piperazin-1-yl)propan-1-one